N1=CC=C(C=C1)C1=CSC=2C1=NC(=CC2)C=2C=NN(C2)C(F)(F)F 3-(pyridin-4-yl)-5-(1-(trifluoromethyl)-1H-pyrazol-4-yl)thieno[3,2-b]pyridine